4-amino-5-methyl-4H-1,2,4-triazole NN1C=NN=C1C